N[C@H](C(=O)OC(C)(C)C)CCCC tert-butyl (2S)-2-aminohexanoate